CN1N=CC(=C1C1=CC=C(C=N1)NC([C@H](C1CCC(CC1)C)NC(OC(C)(C)C)=O)=O)C tert-butyl ((S)-2-((6-(1,4-dimethyl-1H-pyrazol-5-yl)pyridin-3-yl)amino)-1-((1r,4S)-4-methylcyclohexyl)-2-oxoethyl)carbamate